5-bromo-N-ethyl-3-methyl-2-nitroaniline BrC=1C=C(C(=C(NCC)C1)[N+](=O)[O-])C